CS(=O)(=O)C1=C(C=C(C=C1)C1=CC=NN1C)N1CC=NC2=CC=CC(=C12)C1=CC=C2C=CN(C2=C1)C N-[2-methanesulfonyl-5-(1-methyl-1H-pyrazol-5-yl)phenyl]-8-(1-methyl-1H-indol-6-yl)quinoxalin